C(C)(=O)C1=NN(C2=CC=C(C=C12)C=1C=NC(=NC1)C)CC(=O)N1[C@@H]2C[C@@]2(C[C@H]1C(=O)N[C@@H](C)C1=C(C(=CC=C1)Cl)F)C (1R,3S,5R)-2-(2-(3-acetyl-5-(2-methylpyrimidin-5-yl)-1H-indazol-1-yl)acetyl)-N-((S)-1-(3-chloro-2-fluorophenyl)ethyl)-5-methyl-2-azabicyclo[3.1.0]hexane-3-carboxamide